FC(OC1CCN(C2(CC2)C1)C(=O)C=1C=NN2C1CN(CC2)C(=O)C=2NC1=CC=CC=C1C2)F 2-{3-[7-(difluoromethoxy)-4-azaspiro[2.5]octane-4-carbonyl]-4H,5H,6H,7H-pyrazolo[1,5-a]pyrazine-5-carbonyl}-1H-indole